FC1=CC=C(C=C1)N1N=CC2=CC(=C(C=C12)C)N1C(CN(CC1)C(=O)OC(C)(C)C)=O tert-butyl 4-(1-(4-fluorophenyl)-6-methyl-1H-indazol-5-yl)-3-oxopiperazine-1-carboxylate